ClC=1C=C(C=CC1O)C[C@@H](C(=O)NO)N1N=NC(=C1)CNS(=O)(=O)C=1SC(=CC1)C1=NC=CC=C1 (2S)-3-(3-chloro-4-hydroxy-phenyl)-2-[4-[[[5-(2-pyridyl)-2-thienyl]sulfonylamino]methyl]triazol-1-yl]propanehydroxamic acid